1-ethylhexyl 9-[[4-[3,5-bis[4-[bis[9-(1-ethylhexoxy)-9-oxo-nonyl]amino]butanoylamino]anilino]-4-oxo-butyl]-[9-(1-ethylhexoxy)-9-oxo-nonyl]amino]nonanoate C(C)C(CCCCC)OC(CCCCCCCCN(CCCC(=O)NC=1C=C(NC(CCCN(CCCCCCCCC(=O)OC(CCCCC)CC)CCCCCCCCC(=O)OC(CCCCC)CC)=O)C=C(C1)NC(CCCN(CCCCCCCCC(OC(CCCCC)CC)=O)CCCCCCCCC(OC(CCCCC)CC)=O)=O)CCCCCCCCC(OC(CCCCC)CC)=O)=O